ClCC(=O)N(C[C@H]1C(NCC1)=O)CC([C@H](CC(C)C)N1C([C@H](CC1)NC1=CC=NN1C)=O)=O 2-Chloro-N-((S)-5-methyl-3-((S)-3-((1-methyl-1H-pyrazol-5-yl)amino)-2-oxopyrrolidin-1-yl)-2-oxohexyl)-N-(((S)-2-oxopyrrolidin-3-yl)methyl)acetamide